1,3-dibenzylimidazoline C(C1=CC=CC=C1)N1CN(CC1)CC1=CC=CC=C1